CC1=C(C(NC(=C1)C)=O)CNC(=O)C=1C(=C(N2C=CC(=C2C1)C1=CC(=C(C=C1)C)C)C(C)N1CCOCC1)C N-((4,6-dimethyl-2-oxo-1,2-dihydropyridin-3-yl)methyl)-6-methyl-5-(1-morpholinoethyl)-1-(3,4-dimethylphenyl)indolizine-7-amide